4-chlorobut-2-enamide ClCC=CC(=O)N